C1CCC(CC1)NCCS(=O)(=O)O 2-(N-cyclohexylamino)ethanesulfonic acid